Cl.ClC1=C(C=2CC3(N(C2C=C1F)CCNC3)C3=CC=CC=C3)C3=C(C(=O)NCC)C=CC(=C3F)OCCO 2-((9R)-8-chloro-7-fluoro-10a-phenyl-1,2,3,4,10,10a-hexahydropyrazino[1,2-a]indol-9-yl)-N-ethyl-3-fluoro-4-(2-hydroxyethoxy)benzamide hydrochloride